sodium butyl dithiocarbamate C(N)(SCCCC)=S.[Na]